methyl 2-((4-acetamido-2-fluorophenyl)thio)acetate C(C)(=O)NC1=CC(=C(C=C1)SCC(=O)OC)F